4-(2-Cyclopropyl-6-(6-(((2-methoxyethyl)amino)methyl)-1-oxoisoindolin-2-yl)pyridin-4-yl)-3-(4-methyl-4H-1,2,4-triazol-3-yl)benzonitrile C1(CC1)C1=NC(=CC(=C1)C1=C(C=C(C#N)C=C1)C1=NN=CN1C)N1C(C2=CC(=CC=C2C1)CNCCOC)=O